ClC=1N=C2C(=CC(N(C2=CC1)C)=O)N1CCN(CC1)CC1=CC=C(C=C1)O 6-chloro-4-{4-[(4-hydroxyphenyl)methyl]piperazin-1-yl}-1-methyl-2-oxo-1,2-dihydro-1,5-naphthyridine